N-(6-(difluoromethyl)pyridin-2-yl)-2-(1-(2-(1-(4-((2,6-dioxopiperidin-3-yl)amino)phenyl)-4-hydroxypiperidin-4-yl)acetyl)piperidin-4-yl)-6-isopropoxy-2H-indazole-5-carboxamide FC(C1=CC=CC(=N1)NC(=O)C1=CC2=CN(N=C2C=C1OC(C)C)C1CCN(CC1)C(CC1(CCN(CC1)C1=CC=C(C=C1)NC1C(NC(CC1)=O)=O)O)=O)F